4-(4-(1-Hydroxyethyl)-2-methylphenyl)piperazine-1-carboxylic acid tert-butyl ester C(C)(C)(C)OC(=O)N1CCN(CC1)C1=C(C=C(C=C1)C(C)O)C